O=C(CCC(=O)NCC1=CC=C(C=C1)C)N1C(C2=CC=CC=C2CC1)C1=CC=CC=C1 4-Oxo-4-(1-phenyl-3,4-dihydro-1H-isoquinolin-2-yl)-N-(p-tolylmethyl)butyric acid amide